C1(CC(C=CC1)C(=O)O)C(=O)O 4-cyclohexene-1,3-dicarboxylic acid